CC=1N=C(SC1S(=O)(=O)N1CCN(CC1)C[C@H](C)NC=1C2=C(N=CN1)C(=CS2)C=2C=NC=CC2)NC(C)=O N-[4-methyl-5-[4-[(2S)-2-[(7-pyridin-3-ylthieno[3,2-d]pyrimidin-4-yl)amino]propyl]piperazin-1-yl]sulfonyl-1,3-thiazol-2-yl]acetamide